P([O-])(=O)(N)Br phosphoramidobromidate